[5-(5-chloro-2-methoxypyridin-4-yl)-1-(oxazolidin-2-yl)pyrazole-3-carbonyl]-N-[(3-chlorophenyl)methyl]piperidine-4-carboxamide ClC=1C(=CC(=NC1)OC)C1=CC(=NN1C1OCCN1)C(=O)N1CCC(CC1)C(=O)NCC1=CC(=CC=C1)Cl